6-[2-(ethoxymethoxy)-6-methyl-4-(trifluoromethyl)phenyl]pyridazine-3-carbaldehyde C(C)OCOC1=C(C(=CC(=C1)C(F)(F)F)C)C1=CC=C(N=N1)C=O